tert-butyl (3-oxo-1-oxaspiro[3.5]nonan-7-yl)carbamate O=C1COC12CCC(CC2)NC(OC(C)(C)C)=O